C12CC(CC2C1)OC1=C(C=C(C=C1C)NC(=O)C=1N=C(OC1COC)N1CC(C1)(C)OC)F N-(4-(cis-bicyclo[3.1.0]hex-3-yloxy)-3-fluoro-5-methylphenyl)-2-(3-methoxy-3-methylazetidin-1-yl)-5-(methoxymethyl)oxazole-4-carboxamide